CN1CCN(CC1)C1=CC=C(C=N1)CNC=1N=CC2=C(N1)NC=C2C=2C=C1N=C(C=NC1=CC2)OC2CCN(CC2)C N-((6-(4-methylpiperazin-1-yl)pyridin-3-yl)methyl)-5-(3-((1-methylpiperidin-4-yl)oxy)quinoxalin-6-yl)-7H-pyrrolo[2,3-d]pyrimidin-2-amine